CC1(CC2(C3=CC(=C(C=C13)C(=O)O)C(=O)O)CC(C1=CC(=C(C=C12)C(=O)O)C(=O)O)(C)C)C 3,3,3',3'-tetramethyl-5,5',6,6'-tetracarboxyl-1,1'-spirobiindane